3-(9H-fluoren-9-ylmethoxycarbonyl-amino)-butyric acid C1=CC=CC=2C3=CC=CC=C3C(C12)COC(=O)NC(CC(=O)O)C